BrC1=CC=C(C=C[N+](=O)[O-])C=C1 4-bromo-beta-nitrostyrene